1-(1-(2-hydroxy-2-methylpropyl)-1H-pyrazol-4-yl)-6-methylpiperidine-3-carbohydrazide OC(CN1N=CC(=C1)N1CC(CCC1C)C(=O)NN)(C)C